[N+](=O)([O-])C1=C(C=CC=C1)S(=O)(=O)N1CCNCC(C1)CO (1-((2-nitrophenyl)sulfonyl)-1,4-diazepan-6-yl)methanol